NC1=C(C=C(C=N1)NC(C(=O)N1[C@H](CN([C@@H](C1)C)C(=O)C1(CC1)C(F)(F)F)C1=CC=C(C=C1)F)=O)C1COC1 N-(6-amino-5-(oxetan-3-yl)pyridin-3-yl)-2-((2S,5R)-2-(4-fluorophenyl)-5-methyl-4-(1-(trifluoromethyl)cyclopropanecarbonyl)piperazin-1-yl)-2-oxoacetamide